N1=C(C=CC=C1)N1NC(C=2C1=NC=NC2)=O 1-(pyridin-2-yl)-1,2-dihydro-3H-pyrazolo[3,4-d]Pyrimidin-3-one